FC1=C(C=C(C=C1C)N1N=C2C([C@@H](NCC2)C)=C1N1C(N(C=C1)C=1C=C2C=NN(C2=CC1)C)=O)C (4S)-2-(4-fluoro-3,5-dimethylphenyl)-4-methyl-3-[3-(1-methylindazol-5-yl)-2-oxoimidazol-1-yl]-6,7-dihydro-4H-pyrazolo[4,3-c]Pyridine